NC1CCC(CC1)CN1CCC(CC1)C#CC1=CC=2N(C=C1)C(=CN2)N2C(NC(CC2)=O)=O 1-[7-[2-[1-[(4-Aminocyclohexyl)methyl]-4-piperidyl]ethynyl]imidazo[1,2-a]pyridin-3-yl]hexahydropyrimidine-2,4-dione